OCC1(CCC1)NC=1C2=C(N=C(N1)C1=CC=C(C=C1)N1CCN(CC1)C)CC[S@]2=O |r| (R/S)-4-((1-(hydroxymethyl)cyclobutyl)amino)-2-(4-(4-methylpiperazin-1-yl)phenyl)-6,7-dihydrothieno[3,2-d]pyrimidine 5-oxide